F[C@@H]1[C@H](CNC1)NC1=CC=CC(=N1)C1=CN=C2N1C=C(N=C2)C(C)(C)O 2-(3-(6-(((3S,4S)-4-fluoropyrrolidin-3-yl)amino)pyridin-2-yl)imidazo[1,2-a]pyrazin-6-yl)propan-2-ol